6-chloro-7-pyrazol-1-yl-1H-indole ClC1=CC=C2C=CNC2=C1N1N=CC=C1